CS(=O)(=O)C methylSulfone